Ethyl 6-(N-(3-(1-(cyclohexylmethyl)-5-methyl-1H-pyrazol-4-yl)-6-(methyl(5-methyl-6-(thiazolo[5,4-b]pyridin-2-ylamino)pyridazin-3-yl)amino)picolinoyl)sulfamoyl)hexanoate C1(CCCCC1)CN1N=CC(=C1C)C=1C(=NC(=CC1)N(C=1N=NC(=C(C1)C)NC=1SC2=NC=CC=C2N1)C)C(=O)NS(=O)(=O)CCCCCC(=O)OCC